C(C)OC(=O)C1=NC(=NC(=C1)C(F)(F)F)Cl.FC=1C(=NC=C(C1)F)C1CNCC1 3,5-difluoro-2-(pyrrolidin-3-yl)pyridine ethyl-2-chloro-6-(trifluoromethyl)pyrimidine-4-carboxylate